4,4'-(((ethane-1,2-diylbis(oxy))bis(ethane-2,1-diyl))bis(sulfanediyl))bis(chroman-2-one) C(COCCSC1CC(OC2=CC=CC=C12)=O)OCCSC1CC(OC2=CC=CC=C12)=O